ClC1=CC=C(C(=O)C2=C(C(=O)O)C=C(C=C2F)C(C)(C2CCOCC2)O)C=C1 2-(4-chlorobenzoyl)-3-fluoro-5-(1-hydroxy-1-(tetrahydro-2H-pyran-4-yl)ethyl)benzoic acid